CN(C(=O)Cl)C N,N-dimethyl-carbamyl chloride